tetrahydropyrrole-carboxamide N1C(CCC1)C(=O)N